ClC1=NC=C(C(=C1)OCC=1N=C(SC1)C)C1=CC=C(C=C1)F 4-[[2-Chloro-5-(4-fluorophenyl)-4-pyridyl]oxymethyl]-2-methyl-thiazole